2-(2-Fluoro-4-isopropyl-3,5-dimethoxyphenyl)quinazoline FC1=C(C=C(C(=C1OC)C(C)C)OC)C1=NC2=CC=CC=C2C=N1